N-[4-(4-hydroxy-pyrido[3,4-d]pyrimidin-2-yloxy)-phenyl]-N-methyl-2-phenyl-acetamide OC=1C2=C(N=C(N1)OC1=CC=C(C=C1)N(C(CC1=CC=CC=C1)=O)C)C=NC=C2